C1(CCCCC1)N1C(N(CC1)C1CCCCC1)=[Ru](=CC1=CC=CC=C1)(=C1N(CCN1C1CCCCC1)C1CCCCC1)(Cl)Cl bis(1,3-dicyclohexyl-imidazoline-2-ylidene)benzylideneruthenium dichloride